(2,7-bis(4-vinylphenyl)-9H-carbazol-9-yl)benzoic acid methyl ester COC(C1=C(C=CC=C1)N1C2=CC(=CC=C2C=2C=CC(=CC12)C1=CC=C(C=C1)C=C)C1=CC=C(C=C1)C=C)=O